OC=1C=C(C(=O)O)C=C(C1O)O 3,4,5-Trihydroxybenzoic acid